methyl cis-2-(((1-(4-methoxypyrimidin-2-yl)piperidin-4-yl)oxy)methyl)-3-((methylsulfonyl)amino)piperidine-1-carboxylate hydrochloride Cl.COC1=NC(=NC=C1)N1CCC(CC1)OC[C@@H]1N(CCC[C@@H]1NS(=O)(=O)C)C(=O)OC